C(C)(C)(C)C=1C=C2C=C(C(=NC2=C(C1)F)C)C 6-tert-butyl-8-fluoro-2,3-dimethyl-quinolin